4-(2-{[7-Amino-2-(furan-2-yl)[1,2,4]triazolo[1,5-a][1,3,5]triazin-5-yl]amino}ethyl)phenol NC1=NC(=NC=2N1N=C(N2)C=2OC=CC2)NCCC2=CC=C(C=C2)O